NC1=CC(=C(OC2=CC=NC3=CC(=C(C=C23)O)OC)C(=C1)F)F 4-(4-amino-2,6-difluorophenoxy)-7-methoxyquinolin-6-ol